C(C)OC(=O)C1C2C(N(C(C12C(C)C)=O)CC1=CC=CC=C1)=O 3-benzyl-1-isopropyl-2,4-dioxo-3-azabicyclo[3.1.0]hexane-6-carboxylic acid ethyl ester